C(CCC)[C@H]1N(S(C2=C(N(C1)C1=CC=CC=C1)C=C(C(=C2)C=2C=C(C(=O)O)C=CC2[C@H](C)O)F)(=O)=O)C 3-((R)-3-butyl-7-fluoro-2-methyl-1,1-dioxido-5-phenyl-2,3,4,5-tetrahydrobenzo[f][1,2,5]thiadiazepin-8-yl)-4-((S)-1-hydroxyethyl)benzoic acid